(6-(3-(pyrrolidin-1-yl)phenyl)-2-azaspiro[3.3]heptan-2-yl)methanone N1(CCCC1)C=1C=C(C=CC1)C1CC2(CN(C2)C=O)C1